N-(4-methylphenyl)phenylhydrazinecarbonyl chloride CC1=CC=C(C=C1)N(NC1=CC=CC=C1)C(=O)Cl